2,6-dimethylundecanoic acid CC(C(=O)O)CCCC(CCCCC)C